O.[O-2].[Al+3].[O-2].[O-2].[Al+3] aluminum oxide compound with water